(1R,8S)-8-methyl-11-oxa-tricyclo[6.2.1.02,7]undeca-2,4,6-triene-1-carboxylic acid methyl ester COC(=O)[C@]12C3=CC=CC=C3[C@](CC1)(O2)C